tert-butyl (1-(2-(difluoromethyl)-7-(thiazol-2-yl)quinolin-5-yl)cyclopropyl)carbamate FC(C1=NC2=CC(=CC(=C2C=C1)C1(CC1)NC(OC(C)(C)C)=O)C=1SC=CN1)F